(S)-N-(1-(p-tolyl)ethyl)-2-(1,3,4-trimethyl-7-oxo-1,7-dihydro-6H-pyrazolo[3,4-d]pyridazin-6-yl)acetamide C1(=CC=C(C=C1)[C@H](C)NC(CN1N=C(C2=C(C1=O)N(N=C2C)C)C)=O)C